diethylene glycol tertiary butyl ethyl ether C(C)OCCOCCOC(C)(C)C